C(C)N1C(=CC=2C1=NC=CC2)C2=NC1=C(N2C)C(=CC(=C1)C(=O)OC)OC methyl 2-{1-ethyl-1H-pyrrolo[2,3-b]pyridin-2-yl}-7-methoxy-1-methyl-1H-1,3-benzodiazole-5-carboxylate